C(=O)C=1C=NN(C1)CCC1=CC=C2CCCN(C2=N1)C(=O)OC(C)(C)C tert-butyl 7-(2-(4-formyl-1H-pyrazol-1-yl) ethyl)-3,4-dihydro-1,8-naphthyridine-1(2H)-carboxylate